2-(2-(3'-(Aminomethyl)-[1,1'-biphenyl]-3-yl)-4-methyl-3,4-dihydro-2H-benzo[b][1,4]oxazin-8-yl)acetic acid methyl ester COC(CC1=CC=CC2=C1OC(CN2C)C=2C=C(C=CC2)C2=CC(=CC=C2)CN)=O